(S)-2-((R)-2-amino-3-(pyridin-2-yl)propanamido)-3-(pyridin-3-yl)propanamide N[C@@H](C(=O)N[C@H](C(=O)N)CC=1C=NC=CC1)CC1=NC=CC=C1